C(C)OC(C(CCCCCCCCCCCCCCCC)Br)=O alpha-bromostearic acid ethyl ester